C(CCCCC)(N)N.C(CCCCC(=O)O)(=O)O adipic acid hexanediamine salt